FC=1C(=NC=C(C1)F)CNC(=O)C=1SC(=NN1)N1CCC(CC1)N1C[C@@H](CCC1)C N-[(3,5-difluoropyridin-2-yl)methyl]-5-[(3R)-3-methyl[1,4'-bipiperidin]-1'-yl]-1,3,4-thiadiazole-2-carboxamide